1-(2,4-difluorobenzyl)piperidin-4-amine FC1=C(CN2CCC(CC2)N)C=CC(=C1)F